2-[[4-[(7-chloro-4-quinolyl)-amino]amyl]ethylamino]-ethanol ClC1=CC=C2C(=CC=NC2=C1)NC(CCCCCNCCO)C